7-BROMO-5-HYDROXYINDOLE-3-CARBOXALDEHYDE BrC=1C=C(C=C2C(=CNC12)C=O)O